C(CCCCC(C)C)SC(C(=O)[O-])SCCCCCC(C)C.C(CCCCCCC)[Sn+2]CCCCCCCC.C(CCCCC(C)C)SC(C(=O)[O-])SCCCCCC(C)C dioctyltin bisisooctylmercaptoacetate